3-(6-Amino-4-methylpyridin-3-yl)-1-(4-fluoro-2-methylphenyl)-6-(trifluoromethyl)-2,3-dihydroquinazolin-4(1H)-one NC1=CC(=C(C=N1)N1CN(C2=CC=C(C=C2C1=O)C(F)(F)F)C1=C(C=C(C=C1)F)C)C